Cl.NC=1C=NN(C1C(F)(F)F)CC(C)(O)C 1-[4-amino-5-(trifluoromethyl)-1H-pyrazol-1-yl]-2-methylpropan-2-ol hydrochloride